N-(1-(2-aminobenzo[d]thiazol-5-yl)ethyl)-2-ethoxy-5-isobutyrylaminobenzamide NC=1SC2=C(N1)C=C(C=C2)C(C)NC(C2=C(C=CC(=C2)NC(C(C)C)=O)OCC)=O